CN1N=C(C=C1)N1CC2([C@@H](C1)N)CCNCC2 (S)-2-(1-methyl-1H-pyrazol-3-yl)-2,8-diazaspiro[4.5]decan-4-amine